(S)-2-ethoxy-3-(4-(2-(2-methyl-5-(4-(methylthio)phenyl)-1H-pyrrol-1-yl)ethoxy)phenyl)propanoic acid lithium salt [Li+].C(C)O[C@H](C(=O)[O-])CC1=CC=C(C=C1)OCCN1C(=CC=C1C1=CC=C(C=C1)SC)C